(S)-4-bromo-2-((3-methylpiperidin-1-yl)methyl)-1-tosyl-1,6-dihydro-7H-pyrrolo[2,3-c]pyridin-7-one BrC=1C2=C(C(NC1)=O)N(C(=C2)CN2C[C@H](CCC2)C)S(=O)(=O)C2=CC=C(C)C=C2